C1(=CC=CC=C1)CCCC=C 1-phenyl-4-pentene